CN1C2=C(OCCC1=O)C=CC(=C2)C(=O)O 5-methyl-4-oxo-2,3,4,5-tetrahydrobenzo[b][1,4]oxazepine-7-carboxylic acid